C(C)(C)(C)OC(=O)C=1C=C(C=CC1)C1=C(C=CC(=C1)Cl)\C=C\CCl (E)-5'-chloro-2'-(3-chloroprop-1-en-1-yl)-[1,1'-biphenyl]-3-carboxylic acid tert-butyl ester